C(CCCCCCCC(=O)O)(=O)O 1,9-nonanedioic acid